6-cyclobutoxy-4-(4-fluoro-3-(4-(5-(hydroxymethyl)pyridin-2-yl)piperazine-1-carbonyl)benzyl)phthalazin-1(2H)-one tert-butyl-4-(5-(methoxycarbonyl)pyridin-2-yl)piperazine-1-carboxylate C(C)(C)(C)OC(=O)N1CCN(CC1)C1=NC=C(C=C1)C(=O)OC.C1(CCC1)OC=1C=C2C(=NNC(C2=CC1)=O)CC1=CC(=C(C=C1)F)C(=O)N1CCN(CC1)C1=NC=C(C=C1)CO